3-((S)-4-bromo-2-methylbutanoyl)-4-isopropyloxazolidin BrCC[C@@H](C(=O)N1COCC1C(C)C)C